2-[2'-hydroxy-3'-methyl-5'-(3-hydroxypropyl)phenyl]-2H-benzotriazole OC1=C(C=C(C=C1C)CCCO)N1N=C2C(=N1)C=CC=C2